3-chloro-4-hydroxyphenylacetic acid ClC=1C=C(C=CC1O)CC(=O)O